FC(C=1NC2=CC=C(C=C2C1NC1=CC=C(C=C1)OCC)OCC)(F)F 2-trifluoromethyl-3-[N-(4-ethoxyphenyl)]amino-5-ethoxyindole